[N+](=O)([O-])C1=C(C=CC=C1C(=O)[O-])C1=C(C=CC=C1)O nitro-2'-hydroxybiphenyl-3-formate